tert-butyl (R)-3-((7-(trifluoromethyl)quinolin-5-yl)amino)pyrrolidine-1-carboxylate FC(C1=CC(=C2C=CC=NC2=C1)N[C@H]1CN(CC1)C(=O)OC(C)(C)C)(F)F